NCC=1C=C(C=CC1)B(O)O 3-(aminomethyl)-phenylboronic acid